CC=1C(NC(N([C@H]2[C@H](OC)[C@H](O)[C@@H](CO)O2)C1)=O)=O 5,2'-O-dimethyl-uridIne